2-{[2-(pyridin-4-yl)pyrido[3,4-d]pyrimidin-4-yl]amino}butan-1-ol N1=CC=C(C=C1)C=1N=C(C2=C(N1)C=NC=C2)NC(CO)CC